C12OCC(N(C1)C1=CC=C(C=N1)C=1C=NC=3CCN(CC3C1)C1=C(C(=C(N=N1)C#N)C)C)C2 6-(3-(6-(2-oxa-5-azabicyclo[2.2.1]heptan-5-yl)pyridin-3-yl)-7,8-dihydro-1,6-naphthyridin-6(5H)-yl)-4,5-dimethylpyridazine-3-carbonitrile